methyl (3S)-3-(3-(3,5-dimethyl-1H-pyrazol-1-yl)phenyl)-4-(5-fluoro-7-(2-(5,6,7,8-tetrahydro-1,8-naphthyridin-2-yl)ethyl)-2,7-diazaspiro[3.5]nonan-2-yl)butanoate CC1=NN(C(=C1)C)C=1C=C(C=CC1)[C@H](CC(=O)OC)CN1CC2(C1)C(CN(CC2)CCC2=NC=1NCCCC1C=C2)F